1-(6-amino-4-methylpyridin-2-yl)-N-(5-cyano-6-(2H-1,2,3-triazol-2-yl)pyridin-3-yl)-5-(trifluoromethyl)-1H-pyrazole-4-carboxamide NC1=CC(=CC(=N1)N1N=CC(=C1C(F)(F)F)C(=O)NC=1C=NC(=C(C1)C#N)N1N=CC=N1)C